FC1=CC(=CC=2N(C(=NC21)C(C(F)(F)F)NC(OC(C)(C)C)=O)C)F tert-butyl (1-(4,6-difluoro-1-methyl-1H-benzo[d]imidazol-2-yl)-2,2,2-trifluoroethyl)carbamate